trans-2-hexadecene-1,1-dicarboxylic acid C(\C=C\CCCCCCCCCCCCC)(C(=O)O)C(=O)O